6-(5-(3,5-dichloro-4-fluorophenyl)-5-(trifluoromethyl)-4,5-dihydroisoxazol-3-yl)-N-(4-methyltetrahydro-2H-pyran-4-yl)-6,7-dihydro-5H-pyrrolo[3,4-d]pyrimidine-2-carboxamide ClC=1C=C(C=C(C1F)Cl)C1(CC(=NO1)N1CC=2N=C(N=CC2C1)C(=O)NC1(CCOCC1)C)C(F)(F)F